1-(10-((4-((3-fluorobenzyl)oxy)phenyl)amino)-2,3-dihydro-4H-[1,4]oxazino[2,3-f]quinazolin-4-yl)prop-2-en-1-one FC=1C=C(COC2=CC=C(C=C2)NC2=NC=NC3=CC=C4C(=C23)OCCN4C(C=C)=O)C=CC1